(2S)-2-((8-[(3β)-cholest-5-en-3-yloxy]octyl)oxy)-N,N-dimethyl-[(9Z,12Z)-octadeca-9,12-dien-1-yloxy]propan-1-amine CC(C)CCC[C@@H](C)[C@H]1CC[C@H]2[C@@H]3CC=C4C[C@H](CC[C@]4(C)[C@H]3CC[C@]12C)OCCCCCCCCO[C@H](C(N(C)C)OCCCCCCCC\C=C/C\C=C/CCCCC)C